C(C)(=O)N[C@@H]1[C@H]([C@H]([C@H](N(C1)C(CCCCC(=O)O)=O)CCC)O)O 6-[(2R,3S,4R,5S)-5-acetamido-3,4-dihydroxy-2-propyl-1-piperidyl]-6-oxo-hexanoic acid